4-bromo-3-methyl-1-(2,2,2-trifluoroethyl)-2H-pyrazolo[3,4-c]pyridine BrC1=C2C(=CN=C1)N(NC2C)CC(F)(F)F